C(CCCCC)OC1=C(C=C(C=C1)C=1C(C2=C(C(=CC(N2C1C(=O)O)=O)CC1=CC=CC2=CC=CC=C12)OC)=S)C 8-[4-(hexyloxy)-3-methyl-phenyl]-5-methoxy-4-[(1-naphthyl)methyl]-2-oxo-7-thioxo-1-azabicyclo[4.3.0]non-3,5,8-triene-9-carboxylic acid